(quinolin-2-ylmethoxy)-[1,1'-biphenyl]-3-carboxylic acid methyl ester COC(=O)C=1C(=C(C=CC1)C1=CC=CC=C1)OCC1=NC2=CC=CC=C2C=C1